tert-Butyl (2S,5R)-4-(4-chlorobenzoyl)-5-ethyl-2-methylpiperazine-1-carboxylate ClC1=CC=C(C(=O)N2C[C@@H](N(C[C@H]2CC)C(=O)OC(C)(C)C)C)C=C1